BrC=1C=C(C(=C(O[C@@]2(C[C@H](N(C2)C(=O)OC(C)(C)C)C(N)=O)C(N)=O)C1)I)F t-butyl (2S,4R)-4-(5-bromo-3-fluoro-2-iodophenoxy)-2,4-dicarbamoylpyrrolidine-1-carboxylate